5-Fluoro-2-((((trans)-4-hydroxycyclohexyl)thio)methyl)-7-(((R)-tetrahydrofuran-3-yl)methoxy)quinazolin-4(3H)-one FC1=C2C(NC(=NC2=CC(=C1)OC[C@H]1COCC1)CS[C@@H]1CC[C@H](CC1)O)=O